4-methyl-N'-(2-(6-methylpyrimidin-4-yl)tetrahydro-4H-pyran-4-ylidene)benzenesulfonohydrazide CC1=CC=C(C=C1)S(=O)(=O)NN=C1CC(OCC1)C1=NC=NC(=C1)C